FC1=C(C(=CC=C1OC)C=1N=NNC1)CN (2-fluoro-3-methoxy-6-(1H-1,2,3-triazol-4-yl)phenyl)methanamine